N'-(2,5-dimethyl-4-{[3-(2,2,2-trifluoroethoxy)phenyl]sulfanyl}phenyl)N-ethyl-N-methylimidoformamide CC1=C(C=C(C(=C1)SC1=CC(=CC=C1)OCC(F)(F)F)C)N=CN(C)CC